3-(1,3-benzodioxol-5-yl)-8-methoxy-1-phenyl-1H-pyrazolo[4,3-c]quinoline O1COC2=C1C=CC(=C2)C2=NN(C1=C2C=NC=2C=CC(=CC12)OC)C1=CC=CC=C1